methyl 2-amino-5-bromopyridine-3-carboxylate NC1=NC=C(C=C1C(=O)OC)Br